tert-butyl (trans)-4-({5-[(4-bromo-2-cyclopropyl-5-methylphenyl)amino]-1-methylpyrazolo[4,3-b]pyridin-3-yl}oxy)cyclohexane-1-carboxylate BrC1=CC(=C(C=C1C)NC1=CC=C2C(=N1)C(=NN2C)O[C@@H]2CC[C@H](CC2)C(=O)OC(C)(C)C)C2CC2